tert-butyl 3-(4-methyl-1H-pyrazol-1-yl)propanoate CC=1C=NN(C1)CCC(=O)OC(C)(C)C